NC1=NC2=CC(=CC=C2C=C1C1=CC=C(C=C1)F)CC[C@@]12[C@H]([C@H]([C@@H]([C@H]2C1)N1C=CC2=C1N=CN=C2N)O)O (1R,2R,3S,4R,5S)-1-(2-(2-Amino-3-(4-fluorophenyl)quinolin-7-yl)ethyl)-4-(4-amino-7H-pyrrolo[2,3-d]pyrimidin-7-yl)bicyclo[3.1.0]hexane-2,3-diol